(2-methoxy-4-(pyrazin-2-yl)phenyl)methanol COC1=C(C=CC(=C1)C1=NC=CN=C1)CO